O=C1N(CCC(N1)=O)C=1C=C(C=CC1)NC(CCCCCC(=O)N(C(C)C)C(C)C)=O N1-(3-(2,4-dioxotetrahydropyrimidin-1(2H)-yl)phenyl)-N7,N7-diisopropylpimelamide